Benzyl (3R)-3-(((4-((1R,4R,7R)-7-((tert-butoxycarbonyl)amino)-2-azabicyclo[2.2.1]heptane-2-carbonyl)-2-methoxy-6-nitrophenyl)amino)methyl)pyrrolidin-1-carboxylate C(C)(C)(C)OC(=O)N[C@H]1[C@@H]2N(C[C@H]1CC2)C(=O)C2=CC(=C(C(=C2)[N+](=O)[O-])NC[C@@H]2CN(CC2)C(=O)OCC2=CC=CC=C2)OC